2-(4'-diethylaminobenzylidene)-1-tetralone C(C)N(C1=CC=C(C=C2C(C3=CC=CC=C3CC2)=O)C=C1)CC